L-isoleucine sodium salt [Na+].N[C@@H]([C@@H](C)CC)C(=O)[O-]